dimethyl-({3-[2-(trifluoromethyl)-10H-phenothiazin-10-yl]propyl})amine CN(CCCN1C2=CC=CC=C2SC=2C=CC(=CC12)C(F)(F)F)C